(R)-N-((1-(6-bromo-3-methylpyridinyl)-5,5-difluoropiperidin-2-yl)methyl)-N-methylacetamide BrC1=CC=C(C(=N1)N1[C@H](CCC(C1)(F)F)CN(C(C)=O)C)C